N-hydroxy-4-(3,3,3-trifluoropropyl)benzimidamide ONC(C1=CC=C(C=C1)CCC(F)(F)F)=N